rac-5-fluoro-2-(4-methoxybenzyl)-1',7-dimethyl-spiro[isoindoline-1,3'-pyrrolidine]-2',3-dione FC=1C=C2C(N([C@@]3(C(N(CC3)C)=O)C2=C(C1)C)CC1=CC=C(C=C1)OC)=O |r|